O=C1N(C(CCC1)=O)N1C(C2=CC(=C(C=C2C=N1)N1CCN(CC1)C(=O)OC(C)(C)C)F)=O tert-butyl 4-(2-(2,6-dioxopiperidinyl)-7-fluoro-1-oxo-1,2-dihydrophthalazin-6-yl)piperazine-1-carboxylate